C(C1=CC=CC=C1)OC(=O)N1CCC(=C[C@H]1C1=CC=C(C=C1)C(=O)OC)C=1C(=NN(C1)C)C (S)-4-(1,3-dimethyl-1H-pyrazol-4-yl)-6-(4-(methoxycarbonyl)phenyl)-3,6-dihydropyridine-1(2H)-carboxylic acid benzyl ester